2-(6-chloro-7-((2S,5r)-2,5-dimethyl-4-((S)-1-(quinoxalin-6-yl)ethyl)piperazin-1-yl)-4-methyl-5-oxo-4,5-dihydro-2H-pyrazolo[4,3-b]pyridin-2-yl)acetonitrile ClC1=C(C=2C(N(C1=O)C)=CN(N2)CC#N)N2[C@H](CN([C@@H](C2)C)[C@@H](C)C=2C=C1N=CC=NC1=CC2)C